OCC(CO)(CO)NCCCS(=O)(=O)O 3-{[tris(Hydroxymethyl)methyl]amino}-propanesulfonic acid